tert-butyl ((1r,3r)-3-(4-(2-(4-((5-fluoro-6-(5-methyl-1,2,4-oxadiazole-3-yl)pyridin-3-yl)oxy)phenyl)propan-2-yl)phenoxy)cyclobutyl)carbamate FC=1C=C(C=NC1C1=NOC(=N1)C)OC1=CC=C(C=C1)C(C)(C)C1=CC=C(OC2CC(C2)NC(OC(C)(C)C)=O)C=C1